FC1=C(C=CC=C1)[C@H]1CC[C@H](CC1)OC[C@@H]1N(CCC[C@@H]1NS(=O)(=O)C)C(=O)OC methyl (2R,3S)-2-(((cis-4-(2-fluorophenyl)cyclohexyl)oxy)-methyl)-3-((methylsulfonyl)amino)piperidine-1-carboxylate